2-Mercaptobenzthiazole sodium [Na].SC=1SC2=C(N1)C=CC=C2